N-[(2-Chlorocarbonylphenyl)methyl]-N-methyl-carbamic acid tert-butyl ester C(C)(C)(C)OC(N(C)CC1=C(C=CC=C1)C(=O)Cl)=O